C1CC12NCCN(C2)C2=NC=CC(=N2)C2=NC1=CC(=NC=C1C=C2)CNC(C2=CN=C(C(=C2)S(=O)(=O)C)C(F)F)=O N-((2-(2-(4,7-diazaspiro[2.5]octan-7-yl)pyrimidin-4-yl)-1,6-naphthyridin-7-yl)methyl)-6-(difluoromethyl)-5-(methylsulfonyl)nicotinamide